ClC=1C=C(C=CC1F)NC(N(CC=1C=NC=NC1)C(C)C1=CNC(C2=CC=CC=C12)=O)=O 3-(3-chloro-4-fluorophenyl)-1-(1-(1-oxo-1,2-dihydroisoquinolin-4-yl)ethyl)-1-(pyrimidin-5-ylmethyl)urea